Tris(3-ethoxycarbonyl-2,5-dihydroxyphenylmethyl)amin C(C)OC(=O)C=1C(=C(C=C(C1)O)CN(CC1=C(C(=CC(=C1)O)C(=O)OCC)O)CC1=C(C(=CC(=C1)O)C(=O)OCC)O)O